tert-butyl (E)-(2-(4-(2-cyclobutyl-2-phenyl-1-(1-(tetrahydro-2H-pyran-2-yl)-1H-indazol-5-yl)vinyl)phenoxy)ethyl)carbamate C1(CCC1)\C(=C(/C=1C=C2C=NN(C2=CC1)C1OCCCC1)\C1=CC=C(OCCNC(OC(C)(C)C)=O)C=C1)\C1=CC=CC=C1